N-tert-butyl-2-([2-[5-(2-hydroxyethyl)-1,3-thiazol-2-yl]-5H,6H,7H-cyclopenta[d]pyrimidin-4-yl](methyl)amino)acetamide C(C)(C)(C)NC(CN(C)C=1C2=C(N=C(N1)C=1SC(=CN1)CCO)CCC2)=O